dicarboxypropyl-4,4'-bipyridylium C(=O)(O)C(CCC=1[C+]=NC=CC1C1=C[C+]=NC=C1)C(=O)O